1,4-Bis-(Hydroxyethyl)cyclohexane OCCC1CCC(CC1)CCO